2-[4-[(2,6-dioxo-3-piperidinyl)amino]-2-fluoro-phenyl]acetic acid O=C1NC(CCC1NC1=CC(=C(C=C1)CC(=O)O)F)=O